7-[1-(2,2-difluoroethyl)-1H-pyrazolo[3,4-b]pyrazin-6-yl]-1-[2-(trifluoromethyl)pyridin-4-yl]-1,7-diazaspiro[4.4]nonane FC(CN1N=CC=2C1=NC(=CN2)N2CC1(CCCN1C1=CC(=NC=C1)C(F)(F)F)CC2)F